N-benzyl-2-(5-methoxy-1H-indol-3-yl)-N-methylethanamine C(C1=CC=CC=C1)N(CCC1=CNC2=CC=C(C=C12)OC)C